C(C)C(C(C)N)C1=CC(=CC=C1)C(F)(F)F ethyl-1-[3-(trifluoromethyl)phenyl]propan-2-amine